RAC-(3R)-3-(4-{4-[4-(4-{1-[6-(2-HYDROXYPHENYL)PYRIDAZIN-4-YL]-4-PHENYLPIPERIDINE-4-CARBONYL}PIPERAZIN-1-YL)BUTANOYL]PIPERAZIN-1-YL}PHENYL)PIPERIDINE-2,6-DIONE OC1=C(C=CC=C1)C1=CC(=CN=N1)N1CCC(CC1)(C(=O)N1CCN(CC1)CCCC(=O)N1CCN(CC1)C1=CC=C(C=C1)[C@@H]1C(NC(CC1)=O)=O)C1=CC=CC=C1 |r|